(S)-8-(2-amino-6-((R)-1-(5-((E)-2-carboxyvinyl)-2-(3-methyl-1H-pyrazol-1-yl)phenyl)-2,2,2-trifluoroethoxy)pyrimidin-4-yl)-2,8-diazaspiro[4.5]decane-3-carboxylic acid NC1=NC(=CC(=N1)N1CCC2(C[C@H](NC2)C(=O)O)CC1)O[C@@H](C(F)(F)F)C1=C(C=CC(=C1)\C=C\C(=O)O)N1N=C(C=C1)C